Methyl 2-amino-5-(trifluoromethyl)-4-(3-(trifluoromethyl)isothiazol-5-yl)benzoate NC1=C(C(=O)OC)C=C(C(=C1)C1=CC(=NS1)C(F)(F)F)C(F)(F)F